C(C)C1=C(C=CC=C1)NC(C(=O)N[C@H](C(N[C@@H](C[C@H]1C(NCC1)=O)C(COC1=C(C(=CC(=C1F)F)F)F)=O)=O)CC(C)C)=O N1-(2-ethylphenyl)-N2-((S)-4-methyl-1-oxo-1-(((S)-3-oxo-1-((S)-2-oxopyrrolidin-3-yl)-4-(2,3,5,6-tetrafluorophenoxy)butan-2-yl)amino)pentan-2-yl)oxalamide